Methyl 6-(3-(benzo[d]thiazol-2-ylamino)-4-methyl-6,7-dihydropyrido[2,3-c]pyridazin-8(5H)-yl)-3-(1-(cyclohexylmethyl)-5-methyl-1H-pyrazol-4-yl)picolinate S1C(=NC2=C1C=CC=C2)NC2=C(C1=C(N=N2)N(CCC1)C1=CC=C(C(=N1)C(=O)OC)C=1C=NN(C1C)CC1CCCCC1)C